tert-butyl 4-(5-(8-amino-7-(2-chloro-6-fluoro-N-methylbenzamido)quinoxalin-2-yl)pyridin-2-yl)piperazine-1-carboxylate NC=1C(=CC=C2N=CC(=NC12)C=1C=CC(=NC1)N1CCN(CC1)C(=O)OC(C)(C)C)N(C(C1=C(C=CC=C1F)Cl)=O)C